2-aminobenzaldehyde-13C NC1=C([13CH]=O)C=CC=C1